(2RS)-2-(5-Fluoro-2-methoxy-phenyl)-2-[1-oxo-6-[2-(3-pyridyl)ethynyl]isoindolin-2-yl]-N-thiazol-2-yl-acetamide FC=1C=CC(=C(C1)[C@H](C(=O)NC=1SC=CN1)N1C(C2=CC(=CC=C2C1)C#CC=1C=NC=CC1)=O)OC |r|